2-(3-Bromo-2-cyanophenyl)malonic acid diethyl ester C(C)OC(C(C(=O)OCC)C1=C(C(=CC=C1)Br)C#N)=O